(2R,3S)-2-(3-(7-bromo-5-chloro-1H-benzo[d]imidazol-1-yl)propyl)piperidin-3-ol dihydrochloride Cl.Cl.BrC1=CC(=CC2=C1N(C=N2)CCC[C@H]2NCCC[C@@H]2O)Cl